ClC=1C(=NC(=NC1)NC1CCOCC1)C1=CC=C2CN(C(C2=C1)=O)CC(=O)N[C@H](CC)C1=CC=CC=C1 2-(6-{5-chloro-2-[(oxan-4-yl)amino]pyrimidin-4-yl}-1-oxo-2,3-dihydro-1H-isoindol-2-yl)-N-[(1R)-1-phenylpropyl]acetamide